(2S,3R)-3-Pentyl-oxiran tert-butyl-3-thia-7,9-diazabicyclo[3.3.1]nonane-7-carboxylate C(C)(C)(C)OC(=O)N1CC2CSCC(C1)N2.C(CCCC)[C@@H]2CO2